(1R)-1-[5-(1,4-Dimethyl-1H-pyrazol-5-yl)-1,2,4-oxadiazol-3-yl]-6-azaspiro[2.5]octan-6-sulfonamid CN1N=CC(=C1C1=NC(=NO1)[C@@H]1CC12CCN(CC2)S(=O)(=O)N)C